[Na+].COC=1C=C2C(=CC=NC2=CC1OC)NC1=CC=C(C=C1)P([O-])([O-])=O.[Na+] (4-((6,7-dimethoxyquinolin-4-yl)amino)phenyl)phosphonic acid sodium salt